C1(=CC=CC=C1)C(C(=O)O)S Phenylthioglycolic acid